C(C1=CC=CC=C1)SC1=C(C=C(C=C1OC)CC(=O)OC)OC methyl 2-(4-(benzylthio)-3,5-dimethoxyphenyl)acetate